COC(CCCCNC(=O)C1(CCN(CC1)CC[C@H](CSC1=CC=CC=C1)NC1=C(C=C(C=C1)S(=O)(=O)N)S(=O)(=O)C(F)(F)F)COCC1=CC=CC=C1)=O (R)-5-(4-((Benzyloxy)methyl)-1-(4-(phenylthio)-3-((4-aminosulfonyl-2-((trifluoromethyl)sulfonyl)phenyl)amino)butyl)piperidine-4-carboxamido)pentanoic acid methyl ester